CC=1N=C(NC1C)C1=CC=CC(=N1)N1N=C(C=C1)C=O 1-(6-(4,5-dimethyl-1H-imidazole-2-yl)pyridine-2-yl)-1H-pyrazole-3-formaldehyde